5-{2-[3-(hydroxymethyl)phenyl]ethyl}-2-methoxyphenol OCC=1C=C(C=CC1)CCC=1C=CC(=C(C1)O)OC